4-fluoro-5-iodo-1-methylpyrazole FC=1C=NN(C1I)C